FC1=CC=C(C=C1)C1=NN2C(C=CC(=C2)CN)=C1C1=CC=NC=C1 (2-(4-fluorophenyl)-3-(pyridin-4-yl)pyrazolo[1,5-a]pyridin-6-yl)methanamine